C12(CC3CC(CC(C1)C3)C2)[C@@H]2[C@@H](C3=CC=C(C=C3CC2)OC)C2=CC=C(C=C2)N2CCC(CC2)C(OC)OC 1-(4-((1R,2S)-2-((3R,5R,7R)-adamantan-1-yl)-6-methoxy-1,2,3,4-tetrahydronaphthalen-1-yl)phenyl)-4-(dimethoxymethyl)piperidine